ClC1=C(N)C(=CC=C1)C1=NC(=NOC=C1)C=1C=C2C(=NC1OCC1=CC(=CC=C1)C)N(N=C2C)C2=CC=CC=C2 2-chloro-6-[3-(3-methyl-6-{[(3-methylphenyl)methyl]oxy}-1-phenylpyrazolo[3,4-b]pyridin-5-yl)-1,2,4-oxadiazepin-5-yl]aniline